(1R,3S,5R)-2-(2-(4-amino-8-methyl-6-(trifluoromethyl)-9H-pyrimido[4,5-b]indol-9-yl)acetyl)-N-(6-chloropyridin-2-yl)-5-methyl-2-azabicyclo[3.1.0]hexane-3-carboxamide NC1=NC=NC=2N(C3=C(C=C(C=C3C21)C(F)(F)F)C)CC(=O)N2[C@@H]1C[C@@]1(C[C@H]2C(=O)NC2=NC(=CC=C2)Cl)C